7-methoxy-1,9-dimethyl-6-(4-(thiophene-2-ylsulfonyl)piperazin-1-yl)-9H-pyrido[3,4-b]indole COC1=C(C=C2C3=C(N(C2=C1)C)C(=NC=C3)C)N3CCN(CC3)S(=O)(=O)C=3SC=CC3